(Z)-8-(3-chlorophenyl)-9-(4-((1-(3-fluoropropyl)pyrrolidin-3-ylidene)methyl)phenyl)-6,7-dihydro-5H-benzo[7]annulene-3-carboxylic acid ClC=1C=C(C=CC1)\C=1\CCCC2=C(\C1\C1=CC=C(C=C1)C=C1CN(CC1)CCCF)C=CC(=C2)C(=O)O